(6S)-6-[2-Chloro-3-(2-chloroanilino)phenyl]-2-imino-6-methyl-3-(tetrahydropyran-4-yl)hexahydropyrimidin-4-one ClC1=C(C=CC=C1NC1=C(C=CC=C1)Cl)[C@@]1(CC(N(C(N1)=N)C1CCOCC1)=O)C